5-amino-2-chloro-4-fluorobenzoic acid (1-ethoxycarbonyl)ethyl ester C(C)OC(=O)CCOC(C1=C(C=C(C(=C1)N)F)Cl)=O